N1=C2C(=NC=C1N1CCC(CC1)C1(CC1)C(=O)NC=1C(N(C=C(C1)C(F)(F)F)C)=O)NC=C2 1-(1-(5H-pyrrolo[2,3-b]pyrazin-2-yl)piperidin-4-yl)-N-(1-methyl-2-oxo-5-(trifluoromethyl)-1,2-dihydropyridin-3-yl)cyclopropane-1-carboxamide